1,4-diamino-4-benzenesulfonic acid NC1=CCC(C=C1)(S(=O)(=O)O)N